BrC1=C(C=C(C=N1)N1CCC2(CC1)CC1=CC=CC=C1C2)C (S)-1'-(6-bromo-5-methylpyridin-3-yl)-1,3-dihydrospiro[indene-2,4'-piperidine]